NC1=C(C(=NN1C)C1CC2C(CN(C2)C(=O)NC(C(F)(F)F)C)C1)C(NC1=CC(=C(C=C1)F)Cl)=O 5-(5-Amino-4-((3-chloro-4-fluorophenyl)carbamoyl)-1-methyl-1H-pyrazol-3-yl)-N-(1,1,1-trifluoropropan-2-yl)hexahydrocyclopenta[c]pyrrole-2(1H)-carboxamide